Cl.CN1[C@@]2(C(NC3=CC=CC=C13)=O)CN[C@@H](C2)C(=O)N (3R,5S)-1'-methyl-3'-oxo-3',4'-dihydro-1'H-spiro[pyrrolidine-3,2'-quinoxaline]-5-carboxamide HCl